CCCNC(=O)C1=CC=C(C=C1)N 4-Amino-N-propylbenzamide